FC=1C(=CC(=NC1)OC)C1=CC(=NN1)C(=O)N1C2(CC2)C[C@H](CC1)C(=O)OC methyl (S)-4-[5-(5-fluoro-2-methoxypyridin-4-yl)-1H-pyrazole-3-carbonyl]-4-azaspiro[2.5]octane-7-carboxylate